sodium (Z)-3-ethoxy-2-fluoro-3-oxoprop-1-en-1-ol C(C)OC(/C(=C/O)/F)=O.[Na]